NC=1C=C(C(=O)OCC(C)C)C=C(C1Cl)N isobutyl 3,5-diamino-4-chlorobenzoate